bisethyleneglycol C(COCCO)O